5,6-Difluoro-4-(8-fluoro-2-(((2S,4R)-4-fluoro-1-methylpyrrolidin-2-yl)methoxy)-4-(1,4-oxazepan-4-yl)pyrido[4,3-d]pyrimidin-7-yl)naphthalen-2-ol FC1=C2C(=CC(=CC2=CC=C1F)O)C1=C(C=2N=C(N=C(C2C=N1)N1CCOCCC1)OC[C@H]1N(C[C@@H](C1)F)C)F